2,6-dimethoxy-benzoate COC1=C(C(=O)[O-])C(=CC=C1)OC